C1(CC1)[C@H](CP([O-])(=O)C)C1=CC(=CC=C1)OCC1CCN(CC1)C1=C(C=CC(=C1)OC)CCCC(C)(C)C.[K+] Potassium (S)-(2-Cyclopropyl-2-(3-((1-(2-(4,4-dimethylpentyl)-5-methoxyphenyl)piperidin-4-yl)methoxy)phenyl)ethyl)(methyl)phosphinate